ClC1=NC(=CC(=C1)[C@@H]1COC[C@H](N1C(C=C)=O)CO)C1=CC=2N(C=C1)C=CN2 1-((3R,5R)-3-(2-chloro-6-(imidazo[1,2-a]pyridin-7-yl)pyridin-4-yl)-5-(hydroxymethyl)morpholino)prop-2-en-1-one